C(C)(C)(C)C=1NC(=C(N1)C=1C=C2N=CC=NC2=CC1)C1=NC(=CC=C1)C 6-(2-tert-butyl-5-(6-methyl-pyridin-2-yl)-1H-imidazol-4-yl)-quinoxaline